2-(2-((3r,4r)-3-amino-4-fluoropiperidin-1-yl)-5,6-difluoro-1H-benzo[d]imidazol-1-yl)-1-(3,4-dihydro-1,8-naphthyridin-1(2H)-yl)ethanone N[C@@H]1CN(CC[C@H]1F)C1=NC2=C(N1CC(=O)N1CCCC3=CC=CN=C13)C=C(C(=C2)F)F